C(C1=CC=CC=C1)OC1C(CC1)N1CCC(CC1)I 1-(2-(benzyloxy)cyclobutyl)-4-iodopiperidine